CC1=CC=C(CNC(=O)C2=CN=C(S2)N2CCC(CC2)N2C[C@@H](CCC2)C)C=C1 N-(4-methylbenzyl)-2-[(3R)-3-methyl-[1,4'-bipiperidin]-1'-yl]-1,3-thiazole-5-carboxamide